C1(=CC=CC=C1)C1=NC(=CC(=N1)C1=C(C=CC=C1)C1=C(C(=NC(=C1N1C2=CC=C(C=C2C=2C=C(C=CC12)C#N)C#N)N1C2=CC=C(C=C2C=2C=C(C=CC12)C#N)C#N)N1C2=CC=C(C=C2C=2C=C(C=CC12)C#N)C#N)N1C2=CC=C(C=C2C=2C=C(C=CC12)C#N)C#N)C1=CC=CC=C1 9,9',9'',9'''-(4-(2-(2,6-diphenylpyrimidin-4-yl)phenyl)pyridine-2,3,5,6-tetrayl)tetrakis(9H-carbazole-3,6-dicarbonitrile)